FC(OC1=C(CNCC[C@]2(CCOC3(C2)CCOCC3)C3=NC=C(C=C3)F)C=CC=C1)F (R)-N-(2-(difluoromethoxy)benzyl)-2-(4-(5-fluoropyridin-2-yl)-1,9-dioxaspiro[5.5]undecan-4-yl)ethan-1-amine